5-(4-((4-Bromophenyl)ethynyl)phenyl)-3-((2-((1S)-1-((tetrahydro-2H-pyran-2-yl)oxy)ethyl)-1H-imidazol-1-yl)methyl)isoxazole BrC1=CC=C(C=C1)C#CC1=CC=C(C=C1)C1=CC(=NO1)CN1C(=NC=C1)[C@H](C)OC1OCCCC1